FC=1C(=NC=C(C1)F)COC=1C=C(N(C(C1)=O)C1=CC(=NC=C1C)C=1SC=C(N1)C(=O)OCC)C ethyl 2-{4-[(3,5-difluoropyridin-2-yl)methoxy]-2,5'-dimethyl-6-oxo-[1,4'-bipyridin]-2'-yl}-1,3-thiazole-4-carboxylate